2-Bromo-2'-phenyl-spiro[4,5-dihydrothieno[2,3-c]pyran-7,4'-piperidine]-1'-carboxylic acid tert-butyl ester C(C)(C)(C)OC(=O)N1C(CC2(CC1)OCCC1=C2SC(=C1)Br)C1=CC=CC=C1